O=C1NC(CCC1N1C(C2=CC=C(C=C2C1=O)S(=O)(=O)F)=O)=O 2-(2,6-dioxopiperidin-3-yl)-1,3-dioxoisoindoline-5-sulfonyl fluoride